6-amino-1,1a,2,7b-tetrahydrocyclopropa[c]isoquinolin-3-one NC1=CC=2C3C(NC(C2C=C1)=O)C3